N[C@H]1CCC[C@H](C(NC=2C=NN(C2C=2N=CC=C1C2)C([2H])([2H])[2H])=O)C (9R,13S)-13-Amino-3-(2H3)methyl-9-methyl-3,4,7,17-tetraazatricyclo[12.3.1.02,6]octadeca-1(18),2(6),4,14,16-pentaen-8-one